3-(3-chloro-4-fluorophenyl)-5-(2-(3-fluoropyrrolidin-1-yl)-2-oxoethyl)-1H-pyrrolo[3,2-c]pyridin-4(5H)-one ClC=1C=C(C=CC1F)C1=CNC2=C1C(N(C=C2)CC(=O)N2CC(CC2)F)=O